C(C)O[C@@H]1C[C@H](C1)NC1=NN2C(C=N1)=C(C=C2)C=2C=NC=1N(C2)C(=CN1)CC N-(trans-3-ethoxycyclobutyl)-5-(3-ethylimidazo[1,2-a]pyrimidin-6-yl)pyrrolo[2,1-f][1,2,4]triazin-2-amine